C(CCCC=1OCCN1)C=1OCCN1 2,2'-(1,4-butylene)-bis(2-oxazoline)